C(C)(C)(C)OC(=O)NC(C(=O)O)CCCC 2-{[(tert-butoxy)carbonyl]amino}hexanoic acid